C(C)C(CC(CC)C)NC1=CC=C(C=C1)NC(CC(CC)C)CC N,N'-bis(1-ethyl-3-methyl-pentyl)-p-phenylenediamine